BrC1=CC=CC(=N1)NC(=O)[C@H]1N(C2CC2(C1)COP(=O)(OCC)OCC)C(=O)OC(C)(C)C (3S)-tert-Butyl 3-(6-bromopyridin-2-ylcarbamoyl)-5-((diethoxyphosphoryloxy)methyl)-2-azabicyclo[3.1.0]hexane-2-carboxylate